C1(=CC=C(C=C1)NC1=CC=CC=2OC3=C(C21)C=CC=C3)C3=CC=C(C=C3)C3=CC=CC=C3 N-([1,1':4',1''-terphenyl]-4-yl)dibenzo[b,d]furan-1-amine